dimethylsilyl-bis(dimethylcyclopentadienyl)zirconium dichloride [Cl-].[Cl-].C[SiH](C)[Zr+2](C1(C(=CC=C1)C)C)C1(C(=CC=C1)C)C